C(C)(C)(C)OC(=O)N1C(CC(CC1)(C)O)C rac-4-hydroxy-2,4-dimethylpiperidine-1-carboxylic acid tert-butyl ester